C(C)[C@@H]1CN(CCN1)C1=NC=C(C=N1)C(F)(F)F (R)-2-(3-ethylpiperazin-1-yl)-5-(trifluoromethyl)pyrimidine